CN(C1CN(CC1OC)C=1C(=CC2=C(NC3=C(C=C(C=C23)F)NC)N1)C=1C=C2C(C(=CN(C2=NC1)C)C(=O)O)=O)C 6-(4-trans-(3-(dimethylamino)-4-methoxypyrrolidin-1-yl)-6-fluoro-8-(methylamino)-9H-pyrido[2,3-b]indol-3-yl)-1-methyl-4-oxo-1,4-dihydro-1,8-naphthyridine-3-carboxylic acid